C[C@H]1CC[C@H](CN1C(CC1=NC=CC=N1)=O)C(=O)O (3R,6S)-6-methyl-1-(2-(pyrimidin-2-yl)acetyl)piperidine-3-carboxylic acid